FC=1C=C(C=CC1)C(C(=O)O)N1C(C2=CC(=CC=C2C1)C1=CC=C(C=C1)C1CCN(CC1)C)=O (3-fluorophenyl)-2-[6-[4-(1-methyl-4-piperidinyl)phenyl]-1-oxo-isoindolin-2-yl]acetic acid